FC(C(C(C(F)(F)F)(F)F)(F)F)(C1=CC(=N[N-]1)C(F)(F)F)F.[Li+] lithium [5-(perfluorobutyl)-3-(trifluoromethyl)pyrazolide]